COC1=C(CNC2=NC=3C=C(C(=CC3C=3N2N=C(N3)C3CNCC(C3)C)F)OC)C=CC(=C1)OC N-(2,4-dimethoxybenzyl)-9-fluoro-8-methoxy-2-(5-methylpiperidin-3-yl)[1,2,4]triazolo[1,5-c]quinazolin-5-amine